(6-(4-((4-(1H-pyrazol-4-yl)phenyl)amino)pyrimidin-2-yl)-1H-indol-2-yl)(3-fluoroazetidin-1-yl)methanone N1N=CC(=C1)C1=CC=C(C=C1)NC1=NC(=NC=C1)C1=CC=C2C=C(NC2=C1)C(=O)N1CC(C1)F